3-(2,6-dioxo-3-piperidyl)-4-methoxy-benzoic acid O=C1NC(CCC1C=1C=C(C(=O)O)C=CC1OC)=O